ClC(OC1=CC=C(N)C=C1)(F)F 4-[chloro(difluoro)methoxy]aniline